[Co].[Sb].[Sn] tin-antimony-cobalt